OCCNC1CCC(CC1)NC(N)=O 3-((1r,4r)-4-((2-hydroxyethyl)amino)cyclohexyl)urea